calcium naphthalenetrisulfonate C1(=C(C(=CC2=CC=CC=C12)S(=O)(=O)[O-])S(=O)(=O)[O-])S(=O)(=O)[O-].[Ca+2].C1(=C(C(=CC2=CC=CC=C12)S(=O)(=O)[O-])S(=O)(=O)[O-])S(=O)(=O)[O-].[Ca+2].[Ca+2]